E-ferulic acid C(\C=C\C1=CC(OC)=C(O)C=C1)(=O)O